7-AMINO-2-METHYL-1-((6-(4-(TRIFLUOROMETHYL)-1H-PYRAZOL-1-YL)PYRIDIN-3-YL)SULFONYL)-1,2-DIHYDRO-3H-INDAZOL-3-ONE NC=1C=CC=C2C(N(N(C12)S(=O)(=O)C=1C=NC(=CC1)N1N=CC(=C1)C(F)(F)F)C)=O